NC1=C2C(=NC=N1)N(N=C2C=2NC1=CC(=CC=C1C2)C(=O)OC)C(C)(C)C Methyl 2-(4-amino-1-(tert-butyl)-1H-pyrazolo[3,4-d]pyrimidin-3-yl)-1H-indole-6-carboxylate